[6-(sulfanylmethyl)-1,4-diazepan-6-yl]methanethiol SCC1(CNCCNC1)CS